N-methanesulfonyl-carbamic acid tert-butyl ester C(C)(C)(C)OC(NS(=O)(=O)C)=O